C(C)(C)(C)OC(=O)N1CCN(CC1)C1=CC=C(C=C1)N1C(N(C=2C=NC=3C=CC(=CC3C21)C=2C=NC(=CC2)C=2C=NN(C2)C)C)=O 4-(4-(3-methyl-8-(6-(1-methyl-1H-pyrazol-4-yl)pyridin-3-yl)-2-oxo-2,3-dihydro-1H-imidazo[4,5-c]quinolin-1-yl)phenyl)piperazine-1-carboxylic acid tert-butyl ester